COCCN1C=C(C=C1)B(O)O 1-(2-METHOXYETHYL)-PYRROL-3-YLBORONIC ACID